S1C(=NC2=C1C=CC=C2)C2=C(C=CC=C2)C2=CC(=NC(=C2N2C1=CC=C(C=C1C=1C=C(C=CC21)C#N)C#N)C2=CC=C(C=C2)N2C1=CC=CC=C1C=1C=C(C=CC21)C(C)(C)C)N2C1=CC=C(C=C1C=1C=C(C=CC21)C#N)C#N 9,9'-(4-(2-(benzo[d]thiazol-2-yl)phenyl)-6-(4-(3-(tert-butyl)-9H-carbazol-9-yl)phenyl)pyridine-2,5-diyl)bis(9H-carbazole-3,6-dicarbonitrile)